FC1=CC=C(C=C1)CN1CCOC2=C1C=C(C(=C2C)N)C 4-[(4-fluorophenyl)methyl]-6,8-dimethyl-2,3-dihydro-1,4-benzoxazin-7-amine